5-((3-chloro-4-fluorophenyl)carbamoyl)-2,3-dihydro-1H-pyrrolizin ClC=1C=C(C=CC1F)NC(=O)C=1N2CCCC2=CC1